NC=1C(NC(=NC1)C)=O 5-amino-2-methylpyrimidin-4(3H)-one